3-(4-fluorophenyl)-N-((1r,4r)-4-hydroxycyclohexyl)-3-(((2-(trifluoromethyl)imidazo[1,2-a]pyridin-5-yl)amino)methyl)azetidine-1-carboxamide FC1=CC=C(C=C1)C1(CN(C1)C(=O)NC1CCC(CC1)O)CNC1=CC=CC=2N1C=C(N2)C(F)(F)F